The molecule is chemical element (nickel group element atom) with atomic number 46. It is a nickel group element atom, a platinum group metal atom and a metal allergen. [Pd]